bis(t-butylperoxy)isophthalate C(C)(C)(C)OOC1=CC(=C(C=C1C(=O)[O-])C(=O)[O-])OOC(C)(C)C